2,3-bis(4-tertiary butyl-phenyl)pyrazino[1,10]phenanthroline C(C)(C)(C)C1=CC=C(C=C1)C1=NC2=C3N=C4C(=CC3=CC=C2C=C1C1=CC=C(C=C1)C(C)(C)C)N=CC=N4